[6-[3-(trifluoromethyl)-1,2,4-triazol-1-yl]-2-azaspiro[3.3]heptan-2-yl]methanone FC(C1=NN(C=N1)C1CC2(CN(C2)C=O)C1)(F)F